CC(C(=O)C1=CC=CC=C1)(C1=CC=CC=C1)C 2,2-dimethyl-2-phenyl-acetophenone